CN(C)C[Si](C1=C(C=C)C=CC=C1)(OCC)OCC 2-(dimethylaminomethyldiethoxysilyl)styrene